The molecule is a non-proteinogenic L-alpha-amino acid that is L-serine substituted at position 3 by a 2-iminoimidazolidin-4-yl group. It is a member of imidazolidines, a non-proteinogenic L-alpha-amino acid, a L-arginine derivative and a L-histidine derivative. It is a conjugate base of a (3S)-3-hydroxy-L-enduracididine(1+). C1[C@H](N=C(N1)N)[C@@H]([C@@H](C(=O)O)N)O